OCCC1=CC(=C(C=C1)O)OC 4-(2-hydroxyethyl)-2-methoxyphenol